ethyl (S)-3-hydroxy-2-[(Z)-octadec-9-enamido]propanoate OC[C@@H](C(=O)OCC)NC(CCCCCCC\C=C/CCCCCCCC)=O